tert-butyl (1-(3-amino-6-(2-hydroxyphenyl)pyridazin-4-yl)-4-phenylpiperidin-4-yl)carbamate NC=1N=NC(=CC1N1CCC(CC1)(C1=CC=CC=C1)NC(OC(C)(C)C)=O)C1=C(C=CC=C1)O